zinc(II) hydrogen sulfate S(=O)(=O)(O)[O-].[Zn+2].S(=O)(=O)(O)[O-]